FC=1C(=C2C(C(NC2=C(C1)F)=O)=O)C 5,7-difluoro-4-methylindoline-2,3-dione